2-(6-(3-aminopyrrolidin-1-yl)-5-(3-hydroxyazetidin-1-carbonyl)pyridin-2-yl)-4-(2-fluoro-6-methoxyphenyl)-2,3-dihydro-1H-pyrrolo[3,4-c]pyridin-1-one NC1CN(CC1)C1=C(C=CC(=N1)N1CC=2C(=NC=CC2C1=O)C1=C(C=CC=C1OC)F)C(=O)N1CC(C1)O